6-(2,6-dichloro-3,5-dimethoxyphenyl)-2-(methylthio)-N-((tetrahydro-2H-pyran-4-yl)methyl)pyrido[3,4-d]pyrimidine-8-amine ClC1=C(C(=C(C=C1OC)OC)Cl)C1=CC2=C(N=C(N=C2)SC)C(=N1)NCC1CCOCC1